FC(COC=1C=C(C(=C(C1)N1C(C(C2=CC(=CC=C12)C(=O)NC1(CS(C1)(=O)=O)C)(C)C)=O)F)F)F 1-[5-(2,2-difluoro-ethoxy)-2,3-difluoro-phenyl]-3,3-dimethyl-N-(3-methyl-1,1-dioxo-thietan-3-yl)-2-oxo-indoline-5-carboxamide